5-bromopyridine BrC=1C=CC=NC1